FC(C1=CC=C(C=C1)C1=NN=C(O1)NC=1C=CC(=NC1)C#N)(F)F 5-((5-(4-(trifluoromethyl)phenyl)-1,3,4-oxadiazol-2-yl)amino)picolinonitrile